Cl.Cl.ClC=1C=C2CN3C(=NC2=CC1)SC=C3CSC=3NC1=CC=CC=C1C(N3)(C)C 7-chloro-3-(((4,4-dimethyl-1,4-dihydroquinazolin-2-yl)thio)methyl)-5H-thiazolo[2,3-b]quinazoline dihydrochloride